3-amino-N-[3-(7-{[(3S,4R)-3-fluoro-1-methylpiperidin-4-yl]amino}-3-(2,2,2-trifluoroethyl)pyrazolo[1,5-a]pyridin-2-yl)prop-2-yn-1-yl]-1-(cyclopropyl)-1H-pyrazole-4-carboxamide NC1=NN(C=C1C(=O)NCC#CC1=NN2C(C=CC=C2N[C@H]2[C@H](CN(CC2)C)F)=C1CC(F)(F)F)C1CC1